ClC=1C=CC2=C(N=C(O2)C2CC3(CC(C3)NC(C(C)(C)C)=O)C2)C1 N-[6-(5-chloro-1,3-benzoxazol-2-yl)spiro[3.3]heptan-2-yl]-2,2-dimethyl-propanamide